4-((5-methyl-2H-tetrazol-2-yl)(phenyl)methyl)piperidin tert-butyl-4-(di(quinolin-6-yl)methyl)piperazine-1-carboxylate C(C)(C)(C)OC(=O)N1CCN(CC1)C(C=1C=C2C=CC=NC2=CC1)C=1C=C2C=CC=NC2=CC1.CC=1N=NN(N1)C(C1CCNCC1)C1=CC=CC=C1